(5-(2,3-dihydro-5-benzofuranyl)-3-pyridinyl)(octahydro-4H-1,4-benzoxazin-4-yl)methanone 3-hydroxy-1,1-dimethylbutyl-2-ethyl-peroxy-hexanoate OC(CC(C)(C)OOC(C(CCCC)CC)=O)C.O1CCC2=C1C=CC(=C2)C=2C=C(C=NC2)C(=O)N2CCOC1C2CCCC1